5-(4-methoxybenzyl)aminosalicylic acid COC1=CC=C(CNC2=CC=C(C(C(=O)O)=C2)O)C=C1